tert-butyl (S)-(1-((4-(3-cyanopyridin-4-yl)phenyl)amino)-1-oxo-3,3-diphenylpropan-2-yl)carbamate C(#N)C=1C=NC=CC1C1=CC=C(C=C1)NC([C@H](C(C1=CC=CC=C1)C1=CC=CC=C1)NC(OC(C)(C)C)=O)=O